[Si](C)(C)(C(C)(C)C)OC1CC(C1)O 3-((tert-butyldimethylsilyl)oxy)cyclobutan-1-ol